(3S)-N-cyclobutyl-3-{[1-cyclopentyl-5-(2,6-dimethoxyphenyl)-1H-pyrazol-3-yl]formamido}-5-(1-methylpiperidin-4-yl)pentanamide C1(CCC1)NC(C[C@H](CCC1CCN(CC1)C)NC(=O)C1=NN(C(=C1)C1=C(C=CC=C1OC)OC)C1CCCC1)=O